FC1=C(C=C(C=C1)C(F)(F)F)NC(NC=1SC(=CN1)CCC1=CC(=NC=C1)NC(C)=O)=O N-[4-(2-{2-[3-(2-Fluoro-5-trifluoromethyl-phenyl)-ureido]-thiazol-5-yl}-ethyl)-pyridin-2-yl]-acetamide